2-hydroxy-alpha-toluenesultone OC1C2(COS2(=O)=O)C=CC=C1